[Na+].[Na+].[Na+].OC1=CC=C2C(=CC3=C(C=C(C4=CC=C1C2=C43)S(=O)(=O)[O-])S(=O)(=O)[O-])S(=O)(=O)[O-] 8-hydroxypyrene-1,3,5-trisulfonic acid trisodium salt